(R)-2-(5-fluoroisoindolin-2-yl)-3,6-dimethyl-8-(1-((2-oxo-1,2-dihydropyridin-3-yl)amino)ethyl)quinazolin-4(3H)-one FC=1C=C2CN(CC2=CC1)C1=NC2=C(C=C(C=C2C(N1C)=O)C)[C@@H](C)NC=1C(NC=CC1)=O